2-azabicyclo[2.2.2]octane-2,5-dicarboxylic acid 2-tert-butyl 5-methyl ester COC(=O)C1C2CN(C(C1)CC2)C(=O)OC(C)(C)C